2-(methylsulfinyl)benzoic acid CS(=O)C1=C(C(=O)O)C=CC=C1